CC1(CC=CC=C1)N1CC=C(C=C1)C1=CC=NC=C1 1-methyl-1'-phenyl-[4,4'-bipyridine]